5-(p-chlorophenyl)-6-(1-{1-[m-(trifluoromethyl)phenyl]ethyl}-1H-pyrazol-4-yl)-4-pyrimidinylamine ClC1=CC=C(C=C1)C=1C(=NC=NC1C=1C=NN(C1)C(C)C1=CC(=CC=C1)C(F)(F)F)N